C(C1=CC=CC=C1)OC1=CC(=C(C(=O)OC2=C(C(=C(C(=O)OC3=C(C(=C(C(=O)OC4=C(C(=C(C(=O)O)C(=C4C)C)C)C)C(=C3)C)C)C)C(=C2C)C)O)Cl)C(=C1)C)OC 4-((4-((4-((4-(benzyloxy)-2-methoxy-6-methylbenzoyl)oxy)-3-chloro-2-hydroxy-5,6-dimethylbenzoyl)oxy)-2,3,6-trimethylbenzoyl)oxy)-2,3,5,6-tetramethylbenzoic acid